1-((1R,5S,6s)-3-(5-(3-cyano-6-(2-hydroxy-2-methylpropoxy)pyrazolo[1,5-a]pyridin-4-yl)pyridin-2-yl)-3-azabicyclo[3.1.0]hexan-6-yl)-3-(6-methoxypyridin-3-yl)urea C(#N)C=1C=NN2C1C(=CC(=C2)OCC(C)(C)O)C=2C=CC(=NC2)N2C[C@@H]1C([C@@H]1C2)NC(=O)NC=2C=NC(=CC2)OC